1,1,2,2-ethanetetracarboxylic acid C(C(C(=O)O)C(=O)O)(C(=O)O)C(=O)O